FC1=CC=C(C=C1)N1N=C(C(=C1Cl)C=O)C1=CC=C(C=C1)F 1,3-BIS(4-FLUOROPHENYL)-5-CHLORO-1H-PYRAZOLE-4-CARBOXALDEHYDE